CN(C(OC1=CC=C2C(=C(C(OC2=C1)=O)CC1=C(C(=CC=C1)CSCC)F)CN(C)C)=O)C 4-((dimethylamino)methyl)-3-(3-((ethylthio)methyl)-2-fluorobenzyl)-2-oxo-2H-chromen-7-yl dimethylcarbamate